C1(CC1)C[C@@H](C(=O)N[C@H](C(=O)OC)C[C@H]1C(NCCC1)=O)NC(=O)C=1NC2=CC=CC(=C2C1)OC Methyl (2S)-2-[[(2S)-3-cyclopropyl-2-[(4-methoxy-1H-indole-2-carbonyl)amino]propanoyl]amino]-3-[(3S)-2-oxo-3-piperidyl]propanoate